diethoxy(ethylsalicyloyl)propylsilane bismuth-cerium [Ce].[Bi].C(C)O[Si](CCC)(C(C=1C(OCC)=CC=CC1)=O)OCC